2-cyclopropylpropyl(4-nitrophenyl) carbonate C(OC1=C(C=C(C=C1)[N+](=O)[O-])CC(C)C1CC1)([O-])=O